(Z)-2-bromo-N-(5-(2-cyclopropylvinyl)pyridin-2-yl)propionamide BrC(C(=O)NC1=NC=C(C=C1)\C=C/C1CC1)C